ClC1=CC=C(C(=N1)C(F)(F)F)C(C)O 1-(6-chloro-2-(trifluoromethyl)pyridin-3-yl)ethanol